[Na].N1C(NC(NC1=S)=S)=S 1,3,5-triazine-2,4,6(1H,3H,5H)-trithione sodium salt